BrC=1C=C2C=3C(=NNC(C3C1)=O)C(C(N2)C2=CC=C(C=C2)F)C2=NC=NN2C (±)-5-bromo-8-(4-fluorophenyl)-2,7,8,9-tetrahydro-9-(1-methyl-1H-1,2,4-triazol-5-yl)-3H-pyrido[4,3,2-de]phthalazin-3-one